N-(2,4,6-tribromophenyl)maleimide BrC1=C(C(=CC(=C1)Br)Br)N1C(C=CC1=O)=O